CC=1C(=CNC1)C(=O)O 4-METHYL-1H-PYRROLE-3-CARBOXYLIC ACID